C(C=C)C1=CN=C(C=2N1C(=NC2Br)[C@H]2C[C@@H](CCC2)NC(OCC2=CC=CC=C2)=O)Cl benzyl N-[(1R,3R)-3-(5-allyl-1-bromo-8-chloro-imidazo-[1,5-a]pyrazin-3-yl)cyclohexyl]carbamate